9-(2-(1H-1,2,4-triazol-1-yl)ethyl)-1-(trifluoromethyl)-9H-pyrido[3,4-b]indol-7-ol N1(N=CN=C1)CCN1C2=C(C3=CC=C(C=C13)O)C=CN=C2C(F)(F)F